2-(3-(2-(((S)-1-(3-aminopropyl)pyrrolidin-2-yl)methoxy)-4-((1R,5S)-3,8-diazabicyclo[3.2.1]octan-3-yl)-8-fluoroquinazolin-7-yl)-1H-indol-4-yl)ethan-1-ol NCCCN1[C@@H](CCC1)COC1=NC2=C(C(=CC=C2C(=N1)N1C[C@H]2CC[C@@H](C1)N2)C2=CNC1=CC=CC(=C21)CCO)F